1-methyl-3,4-dinitro-1H-pyrazole CN1N=C(C(=C1)[N+](=O)[O-])[N+](=O)[O-]